tert-butyl 3-bromo-5-(methoxy-13C)-1H-indole-1-carboxylate BrC1=CN(C2=CC=C(C=C12)O[13CH3])C(=O)OC(C)(C)C